N-((S)-1-(((R)-3-methyl-1-((1R,7R)-11-methyl-2,6-dioxo-3,5-dioxa-9-thia-11-aza-4-borabicyclo[5.3.1]undecan-4-yl)butyl)amino)-1-oxo-3-phenylpropan-2-yl)pyrazine-2-carboxamide CC(C[C@@H](B1OC([C@@H]2CSC[C@@H](C(O1)=O)N2C)=O)NC([C@H](CC2=CC=CC=C2)NC(=O)C2=NC=CN=C2)=O)C